1-(1-(3-(azetidin-3-yl)-1-(4-(trifluoromethoxy)phenyl)-1H-pyrazolo[3,4-b]pyridin-4-yl)azetidin-3-yl)ethane-1,2-diol N1CC(C1)C1=NN(C2=NC=CC(=C21)N2CC(C2)C(CO)O)C2=CC=C(C=C2)OC(F)(F)F